CN(C=1C=C(C=CC1)[C@H]1N(C[C@@H](CC1)C)C(C(=O)NC=1C=C(C(=NC1)NC(OC(C)(C)C)=O)C)=O)C tert-butyl N-[5-[[2-[(2S,5R)-2-[3-(dimethylamino)phenyl]-5-methyl-1-piperidyl]-2-oxo-acetyl]amino]-3-methyl-2-pyridyl]carbamate